3-(5-(1-(4,6-Dichloro-1H-indole-2-carbonyl)piperidin-4-yl)-1-oxoisoindolin-2-yl)piperidine-2,6-dione ClC1=C2C=C(NC2=CC(=C1)Cl)C(=O)N1CCC(CC1)C=1C=C2CN(C(C2=CC1)=O)C1C(NC(CC1)=O)=O